Tert-butyl (1R,2S)-2-[1-(tert-butoxycarbonyl)-3-{[5-ethoxy-2-(methylsulfanyl)pyrimidin-4-yl]amino}indazol-6-yl]-5'-methoxy-2'-oxospiro[cyclopropane-1,3'-indole]-1'-carboxylate C(C)(C)(C)OC(=O)N1N=C(C2=CC=C(C=C12)[C@@H]1C[C@@]12C(N(C1=CC=C(C=C21)OC)C(=O)OC(C)(C)C)=O)NC2=NC(=NC=C2OCC)SC